1,2-di-tert-butoxybutane C(C)(C)(C)OCC(CC)OC(C)(C)C